C1(=CC=CC=C1)CCNC(C(=C)C)=O N-(2-phenylethyl)methacrylamide